C(C)(C)(C)C1(C(C=C(C=C1)C)N1N=C2C(=N1)C=CC(=C2)Cl)O 2-(2-tert-butyl-5-methyl-2-hydroxyphenyl)-5-chloro-2H-benzotriazole